CC.CC1=C(C=C(C=C1)C)C1CCC2=NC=3C(=NC(=CC3)C=3C=NC(=NC3)N3CC4N(CC3)C(NC4)=O)N21 7-(5-(8-(2,5-dimethylphenyl)-7,8-dihydro-6H-pyrrolo[2',1':2,3]imidazo[4,5-b]pyridin-2-yl)pyrimidin-2-yl)hexahydroimidazo[1,5-a]pyrazin-3(2H)-one compound with ethane